allyl-phosphonic acid monoammonium salt [NH4+].C(C=C)P([O-])(O)=O